6-(trifluoromethylsulfonyl)isoindolin-1-one FC(S(=O)(=O)C1=CC=C2CNC(C2=C1)=O)(F)F